decanedicarboxylate C(CCCCCCCCC)(C(=O)[O-])C(=O)[O-]